5,6-dimethyl-9-[2-(4-methyl-1-piperidyl)ethoxy]pyrido[4,3-b]carbazole CC1=C2C(=CC=3C=4C=C(C=CC4N(C13)C)OCCN1CCC(CC1)C)C=NC=C2